COC(C1=C(C(=CC(=C1)Cl)Br)NC(C(=CC1=CC(=NN1C1=NC=CC=C1Cl)Br)F)=S)=O 3-bromo-2-(3-(3-bromo-1-(3-chloropyridin-2-yl)-1H-pyrazol-5-yl)-2-fluoropropenethioamido)-5-chlorobenzoic acid methyl ester